5-(1,2-dihydroxyethyl)-3,4-dihydroxytetrahydrofuran-2-YL GLYCINATE NCC(=O)OC1OC(C(C1O)O)C(CO)O